N-ethyl-N-(trifluoro-lambda~4~-sulfanyl)ethanamine C(C)N(CC)S(F)(F)F